1-methyl-pyridinium C[N+]1=CC=CC=C1